5-bromo-2-methylbenzenesulfonyl chloride BrC=1C=CC(=C(C1)S(=O)(=O)Cl)C